1-(3-chloro-5'-fluoro-2'-hydroxy-3''-(8-isopropyl-3,8-diazabicyclo[3.2.1]oct-3-yl)-[1,1':3',1''-terphenyl]-4-yl)-3-methyl-1H-imidazol-2(3H)-one ClC=1C=C(C=CC1N1C(N(C=C1)C)=O)C1=C(C(=CC(=C1)F)C1=CC(=CC=C1)N1CC2CCC(C1)N2C(C)C)O